COC=1C=C(CN2C(=NC=3C2=NC=C(C3)C=3C=NN(C3)C)N)C=CC1OCC1=CC=C(C=C1)CC(F)(F)F 3-(3-methoxy-4-((4-(2,2,2-trifluoroethyl)benzyl)oxy)benzyl)-6-(1-methyl-1H-pyrazol-4-yl)-3H-imidazo[4,5-b]pyridin-2-amine